Cl.C1(=CC=CC=C1)\N=C\C=C\C=C\NC1=CC=CC=C1 N-[[1E,3E,5E]-5-[phenylimino]pent-1,3-dien-1-yl]aniline hydrochloride